N2-(1-hydroxy-3,3,7-trimethyl-2,1-benzoxaborol-5-yl)-5-methyl-N4-phenyl-pyrimidine-2,4-diamine OB1OC(C2=C1C(=CC(=C2)NC2=NC=C(C(=N2)NC2=CC=CC=C2)C)C)(C)C